ClC1=NC=CC(=C1)[C@@H]1[C@H](C1)C(=O)N |r| rac-(1S*,2S*)-2-(2-chloropyridin-4-yl)cyclopropane-1-carboxamide